Cl.N[C@H](C(=O)NC1=CC=C(C=C1)C1=NOC(=C1)C1=CC(=CC=C1)F)C(C)C (2S)-2-Amino-N-{4-[5-(3-fluorophenyl)-1,2-oxazol-3-yl]phenyl}-3-methyl-butanamide hydrochloride